(R)-N-(1-(4-(2-Methoxyethoxy)-6-(3-methoxytetrahydrofuran-3-yl)pyridine-2-yl)-3-methyl-1H-pyrazolo[4,3-c]pyridine-6-yl)acetamide COCCOC1=CC(=NC(=C1)[C@]1(COCC1)OC)N1N=C(C=2C=NC(=CC21)NC(C)=O)C